1-phenyl-5H-benzol C1(=CC=CC=C1)C=1C=CCCC1